3-(4-methoxyphenyl)propan-1-amine COC1=CC=C(C=C1)CCCN